COC=CC(=O)OC methyl β-methoxyacrylate